3-(3-((tert-butyl-dimethylsilyl)oxy)prop-1-en-2-yl)-5-(3-(3-fluoropropoxy)-4-methoxyphenyl)pyridine [Si](C)(C)(C(C)(C)C)OCC(=C)C=1C=NC=C(C1)C1=CC(=C(C=C1)OC)OCCCF